C1(=CC=CC=C1)C1N(OCC1)C1=NC(=NC=C1C(F)(F)F)NC=1SC=C(N1)C1CCNCC1 N-(4-(3-phenylisooxazolidin-2-yl)-5-(trifluoromethyl)pyrimidin-2-yl)-4-(piperidin-4-yl)thiazol-2-amine